C1(=CC=CC=C1)C(C)OC(\C=C(/C)\OP(=O)(OC)OC)=O.OCNC (hydroxymethyl)Aminomethane 1-phenylethyl-(2E)-3-[(dimethoxyphosphinyl)oxy]-2-butenoate